The molecule is d-glycero-beta-D-manno-heptose in which the hydrogens of the hydroxy groups at positions 1 and 7 are substituted by dihydrogen phosphate groups. It is a conjugate acid of a D-glycero-beta-D-manno-heptose 1,7-bisphosphate(4-). C([C@H]([C@@H]1[C@H]([C@@H]([C@@H]([C@@H](O1)OP(=O)(O)O)O)O)O)O)OP(=O)(O)O